COC1=CC=C(COCCC[Mg]Br)C=C1 (3-((4-methoxybenzyl)oxy)propyl)magnesium bromide